C(#N)N1C[C@H](CC1)CNC(=O)C=1SC=C(N1)C1=CC=CC=C1 (R)-N-((1-Cyanopyrrolidin-3-yl)methyl)-4-phenylthiazole-2-carboxamide